C1[C@@H]([C@H](O[C@H]1N2C=CC(=NC2=O)C3C(C(=NC(=O)N3[C@H]4C[C@@H]([C@H](O4)COP(=O)(O)O)O)N)N)COP(=O)(O)O)O The molecule is an N-glycosyl compound that is a metabolite produced by the bacterium Mycoplasma genitalium. It has a role as a Mycoplasma genitalium metabolite. It is a N-glycosyl compound, an aminopyrimidine, a pyrimidone and a ring assembly.